1-(4-(5-(difluoromethyl)-1,3,4-oxadiazole-2-yl)-2-fluorobenzyl)-3-(1-isopropylpiperidine-4-yl)-1,3-dihydro-2H-benzo[d]imidazole-2-one FC(C1=NN=C(O1)C1=CC(=C(CN2C(N(C3=C2C=CC=C3)C3CCN(CC3)C(C)C)=O)C=C1)F)F